OC(CONC(C1=CC=CC=C1)=O)C N-(2-hydroxypropoxy)benzamide